5-(2-cyclohexyl-1-(2-methoxyethyl)-1H-benzo[d]imidazol-6-yl)-1,3-dimethylpyridin-2(1H)-one C1(CCCCC1)C1=NC2=C(N1CCOC)C=C(C=C2)C=2C=C(C(N(C2)C)=O)C